chromium histidinate chromium trihistidinate N[C@@H](CC1=CNC=N1)C(=O)[O-].N[C@@H](CC1=CNC=N1)C(=O)[O-].N[C@@H](CC1=CNC=N1)C(=O)[O-].[Cr+3].N[C@@H](CC1=CNC=N1)C(=O)[O-].[Cr+3]